3-(6-chloro-7-methyl-1H-indol-4-yl)-2-(2,6-diethylphenyl)-5-(3-fluoro-5-(trifluoromethyl)pyridin-2-yl)-4,5,6,7-tetrahydro-2H-pyrazolo[4,3-c]pyridine ClC1=CC(=C2C=CNC2=C1C)C=1N(N=C2C1CN(CC2)C2=NC=C(C=C2F)C(F)(F)F)C2=C(C=CC=C2CC)CC